2-((1-oxo-1,2-dihydroisoquinolin-7-yl)oxy)acetonitrile O=C1NC=CC2=CC=C(C=C12)OCC#N